CC1=CC=2N(N=C1N1CC=3C=C(C=NC3CC1)NCC1=CN=CN1C)C(C=CN2)=O 8-methyl-7-(3-(((1-methyl-1H-imidazol-5-yl)methyl)amino)-7,8-dihydro-1,6-naphthyridin-6(5H)-yl)-4H-pyrimido[1,2-b]pyridazin-4-one